NC=1OC2=CC=C(C=C2C(C1C(=O)OCC)C(C(=O)OCC)C#N)Cl ethyl 2-amino-6-chloro-4-(1-cyano-2-ethoxy-2-oxoethyl)-4H-chromene-3-carboxylate